N-([2,3'-bipyridin]-6'-ylmethyl)-5-amino-6-methyl-N-(5,6,7,8-tetrahydroquinolin-8-yl)-1H-pyrrolo[3,2-b]pyridine-2-carboxamide N1=C(C=CC=C1)C=1C=NC(=CC1)CN(C(=O)C1=CC2=NC(=C(C=C2N1)C)N)C1CCCC=2C=CC=NC12